6-(tert-Butyl)-5-(2-methylpyrrolidin-1-yl)thieno[2,3-d]pyrimidin-4-ol C(C)(C)(C)C1=C(C2=C(N=CN=C2O)S1)N1C(CCC1)C